5-(difluoromethoxy)-4-methyl-N-(6-methyl-5-(7-(methylamino)-1,6-naphthyridin-3-yl)pyridin-3-yl)pyridineamide FC(OC=1C(=CC(=NC1)C(=O)NC=1C=NC(=C(C1)C=1C=NC2=CC(=NC=C2C1)NC)C)C)F